1,4-bis(bromomethyl)naphthalene BrCC1=CC=C(C2=CC=CC=C12)CBr